5-(dichloromethyl)-3-(3-iodophenyl)-1,2,4-oxadiazole ClC(C1=NC(=NO1)C1=CC(=CC=C1)I)Cl